[Cl-].C(CCCCCCCCC)[N+](C(C1=CC=CC=C1)(C)C)(C)C decyl-dimethyl-(dimethyl-benzyl)-ammonium chloride